3-Morpholinosulfonylbenzoic acid [3-(1-ethyl-8-oxo-spiro[6,7-dihydro-4H-pyrazolo[3,4-c]azepin-5,4'-tetrahydropyran]-3-yl)-2,2-dimethyl-propyl] ester C(C)N1N=C(C2=C1C(NCC1(CCOCC1)C2)=O)CC(COC(C2=CC(=CC=C2)S(=O)(=O)N2CCOCC2)=O)(C)C